3-cyano-4-(1-methyl-2-oxo-1,2-dihydropyridin-4-yl)pyrrolidine-1-carboxylic acid tert-butyl ester C(C)(C)(C)OC(=O)N1CC(C(C1)C1=CC(N(C=C1)C)=O)C#N